NC1=NN2C(N=C(C=C2)OC([2H])([2H])[2H])=C1C(=O)N[C@@H](C)C1=NC2=CC=CC(=C2C(N1C1=CC=CC=C1)=O)C#CC=1C=NN(C1)C (S)-2-amino-5-(methoxy-d3)-N-(1-(5-((1-methyl-1H-pyrazol-4-yl)ethynyl)-4-oxo-3-phenyl-3,4-dihydroquinazolin-2-yl)ethyl)pyrazolo[1,5-a]pyrimidine-3-carboxamide